N-(azetidin-3-yl)-2-(4-(2-chloro-4-((3-(1-(2,2-difluoroethyl)-3-(trifluoromethyl)-1H-pyrazol-4-yl)imidazo[1,2-a]pyrazin-8-yl)amino)benzoyl)piperazin-1-yl)acetamide formate C(=O)O.N1CC(C1)NC(CN1CCN(CC1)C(C1=C(C=C(C=C1)NC=1C=2N(C=CN1)C(=CN2)C=2C(=NN(C2)CC(F)F)C(F)(F)F)Cl)=O)=O